ClC1=CC=C(C=C1)C(=O)C1=C(N(C(=C1)C(F)(F)F)C1=CC=CC=C1)C (4-chlorophenyl)(2-methyl-1-phenyl-5-(trifluoromethyl)-1H-pyrrol-3-yl)methanone